[4-(2-chloro-ethyl)-piperazin-1-yl]-benzo[d]isothiazole ClCCN1CCN(CC1)C1=NSC2=C1C=CC=C2